CS(=O)(=O)C1=CC=C(COC=2C(C=C(OC2)CN2CC3=CC=C(C=C3C2)[N+](=O)[O-])=O)C=C1 5-((4-(methylsulfonyl)benzyl)oxy)-2-((5-nitroisoindolin-2-yl)methyl)-4H-pyran-4-one